C(C1=CC=CC=C1)NC1=NC(=CC(=C1[N+](=O)[O-])C)OC N-benzyl-6-methoxy-4-methyl-3-nitropyridin-2-amine